N-((2S,3R)-1-amino-3-((tert-butyldimethylsilyl)oxy)-1-oxobutan-2-yl)-4-(hydroxymethyl)tetrahydro-2H-pyran-4-carboxamide NC([C@H]([C@@H](C)O[Si](C)(C)C(C)(C)C)NC(=O)C1(CCOCC1)CO)=O